FC=1C=C2CCNC2=CC1C(F)(F)F 5-fluoro-6-(trifluoromethyl)indoline